C(C)OC(=O)C=1C(=NC(=C(C1Cl)[N+](=O)[O-])Cl)C 4,6-dichloro-2-methyl-5-nitro-pyridine-3-carboxylic acid ethyl ester